6-(4-(((4-Fluoro-2-(trifluoromethyl)phenyl)amino)methyl)-2-(6-methylpyridin-2-yl)-1H-imidazol-1-yl)imidazo[1,2-a]pyridine-3-carboxamide FC1=CC(=C(C=C1)NCC=1N=C(N(C1)C=1C=CC=2N(C1)C(=CN2)C(=O)N)C2=NC(=CC=C2)C)C(F)(F)F